CS(=O)(=O)N1CC2(C1)CNC2 2-methylsulfonyl-2,6-diazaspiro[3.3]heptane